rac-1-((2-(2,6-Dioxopiperidin-3-yl)-1-oxoisoindolin-5-yl)methyl)-3-(4-(((1r,4r)-4-(hydroxymethyl)cyclohexyl)oxy)phenyl)urea O=C1NC(CC[C@H]1N1C(C2=CC=C(C=C2C1)CNC(=O)NC1=CC=C(C=C1)OC1CCC(CC1)CO)=O)=O |r|